ClC=1C2=C(N=CN1)NC=C2C2CCN(CC2)C(C=C)=O 1-[4-(4-chloro-7H-pyrrolo[2,3-d]pyrimidin-5-yl)-1-piperidyl]prop-2-en-1-one